1-bromo-2-((chloromethyl)sulfonyl)benzene BrC1=C(C=CC=C1)S(=O)(=O)CCl